C(C)(=O)O[C@H]([C@@H](CNC(CC1=CC=C(C=C1)C1=CC=CC=C1)=O)OC(C)=O)[C@@H]1O[C@@](C[C@@H]([C@H]1NC(C)=O)OC(C)=O)(SC1=CC=C(C=C1)C)C(=O)OC (1R,2R)-3-(2-([1,1'-biphenyl]-4-yl)acetamido)-1-((2R,3R,4S,6S)-3-acetamido-4-acetoxy-6-(methoxycarbonyl)-6-(p-tolylthio)tetrahydro-2H-pyran-2-yl)propane-1,2-diyl diacetate